[Na].ClC1=NC(=NC(=N1)Cl)O 2,4-dichloro-6-hydroxy-1,3,5-triazine monosodium salt